8,9-Dihydroxyicosatrienoic acid OC(C=CC=CC=CC(=O)O)C(CCCCCCCCCCC)O